3-(phenylsulfanyl)prop-2-en-1-one C1(=CC=CC=C1)SC=CC=O